[Na].C(C)(C)(C)C1=CC=C(C=C1)O.[Na] sodium p-tert-butylphenol sodium salt